((2r,4S,5S)-2-((S)-1-(4-fluorophenyl)-1,2,3,4-tetrahydroisoquinoline-2-carbonyl)-5-methyltetrahydro-2H-pyran-4-yl)carbamic acid tert-butyl ester C(C)(C)(C)OC(N[C@H]1C[C@@H](OC[C@H]1C)C(=O)N1[C@H](C2=CC=CC=C2CC1)C1=CC=C(C=C1)F)=O